C(C)(C)(C)OC(=O)N1[C@@H](CCC1)COC(F)F (S)-2-((difluoromethoxy)methyl)pyrrolidine-1-carboxylic acid tert-butyl ester